(S)-1-(2,3-Dihydro-1H-inden-5-yl)ethanamine hydrochloride Cl.C1CCC2=CC(=CC=C12)[C@H](C)N